NC1=C2C(=NC=N1)N(N=C2C2=CC=C(C=C2)OC2=CC=CC=C2)[C@H]2CN(CCC2)C(CCCCCSC2=C1C(N(C(C1=CC=C2)=O)C2C(NC(CC2)=O)=O)=O)=O 4-((6-((R)-3-(4-amino-3-(4-phenoxyphenyl)-1H-pyrazolo[3,4-d]pyrimidin-1-yl)piperidine-1-yl)-6-oxohexyl)thio)-2-(2,6-dioxopiperidin-3-yl)isoindoline-1,3-dione